O=C1NC(CC[C@@H]1NC(=O)C=1C=CC2=C(OC[C@@H]3N2CCN(C3)C(=O)OC(C)(C)C)N1)=O |&1:17| rac-tert-butyl 8-(((S)-2,6-dioxopiperidin-3-yl)carbamoyl)-1,2,4a,5-tetrahydropyrazino[1,2-d]pyrido[2,3-b][1,4]oxazine-3(4H)-carboxylate